(4-((2S,4R)-4-ethoxy-1-((5-methoxy-7-methyl-1H-indol-4-yl)methyl)piperidin-2-yl)benzoyl)valine C(C)O[C@H]1C[C@H](N(CC1)CC1=C2C=CNC2=C(C=C1OC)C)C1=CC=C(C(=O)N[C@@H](C(C)C)C(=O)O)C=C1